6-(pyridin-2-ylmethoxy)pyridine-3-carbaldehyde N1=C(C=CC=C1)COC1=CC=C(C=N1)C=O